N-(2-(2-oxopyridin-1(2H)-yl)ethyl)pyrazine-2-carboxamide O=C1N(C=CC=C1)CCNC(=O)C1=NC=CN=C1